ClC=1C=CC(=C2CN(C(C12)=O)C1C(NC(CC1)=O)=O)NC(C)=O N-(7-chloro-2-(2,6-dioxopiperidin-3-yl)-1-oxoisoindolin-4-yl)acetamide